(E)-5-(3-(5-Chloropyridin-2-yl)acrylamido)-3-methylbenzofuran-2-carboxylic acid ClC=1C=CC(=NC1)/C=C/C(=O)NC=1C=CC2=C(C(=C(O2)C(=O)O)C)C1